N(=[N+]=[N-])C=1C(=CC(=C(C(=O)NC2CC2)C1)F)C 5-azido-N-cyclopropyl-2-fluoro-4-methylbenzamide